IC1=CC=2C(C3=CC(=CC=C3C2C=C1)I)(CCCCCCCC)CCCCCCCC 2,7-diiodo-9,9-dioctylfluorene